NC1=C2N(C(N(C2=NC=N1)C(C)C)=O)C1=CC=C(C(=O)NC2=NC=CC(=C2)C(F)(F)F)C=C1 4-(6-amino-9-isopropyl-8-oxo-8,9-dihydro-7H-purin-7-yl)-N-(4-(trifluoromethyl)pyridin-2-yl)benzamide